C(C)(=O)OCOC1=C(C(N(N=C1Cl)C)=O)C=1C2=CC=CC=C2C=C2C=CC=CC12 5-[(acetoxy)methoxy]-4-(9-anthryl)-6-chloro-2-methyl-3(2H)-pyridazinone